5-(bromomethyl)thiazole-2-carboxylic acid ethyl ester C(C)OC(=O)C=1SC(=CN1)CBr